N[C@]1(CN(CC1)C1=C(C(=CC(=C1)Cl)Br)CN1C2=NC=NC(=C2N=C1)N)CO (R)-(3-amino-1-(2-((6-amino-9H-purin-9-yl)methyl)-3-bromo-5-chlorophenyl)pyrrolidin-3-yl)methanol